OCC[C@H](C)NC1=CC(N(C2=CC=C(C=C12)[N+](=O)[O-])C)=O (S)-4-((4-hydroxybut-2-yl)amino)-1-methyl-6-nitroquinolin-2(1H)-one